(R)-1-(2-chloropyridin-3-yl)ethyl (1-methyl-4-(5-(2-(trifluoromethyl)spiro[3.3]heptane-2-carboxamido)pyridin-2-yl)-1H-1,2,3-triazol-5-yl)carbamate CN1N=NC(=C1NC(O[C@H](C)C=1C(=NC=CC1)Cl)=O)C1=NC=C(C=C1)NC(=O)C1(CC2(C1)CCC2)C(F)(F)F